4-[4-[4-(Isopropylamino)-2-thiazol-5-yl-thieno[2,3-b]pyridin-5-yl]triazol-1-yl]cyclohexanecarbaldehyde C(C)(C)NC1=C2C(=NC=C1C=1N=NN(C1)C1CCC(CC1)C=O)SC(=C2)C2=CN=CS2